2-bromo-1-(6-fluoropyridin-2-yl)propan-1-one BrC(C(=O)C1=NC(=CC=C1)F)C